C(C)(C)(C)C1=NNC(=C1)C(=O)[C@](N)(CC(C)(C)C)C(=O)N[C@@H](C[C@H]1C(NCC1)=O)C#N 2-[(3-tert-butyl-1H-pyrazol-5-yl)carbonyl]-N-{(1S)-1-cyano-2-[(3S)-2-oxopyrrolidin-3-yl]Ethyl}-4-methyl-L-leucinoamide